4-(2-acryloyl-2,6-diazaspiro[3.4]octan-6-yl)-6-(6-methyl-1H-indazol-7-yl)-2-(pyridin-2-ylmethoxy)pyrimidine-5-carbonitrile C(C=C)(=O)N1CC2(C1)CN(CC2)C2=NC(=NC(=C2C#N)C=2C(=CC=C1C=NNC21)C)OCC2=NC=CC=C2